C(=O)N(C1=CC=C(C(N[C@@H](CCC(=O)[O-])C(=O)O)=O)C=C1)CC1CNC=2N=C(N)NC(=O)C2N1 10-formyl-5,6,7,8-tetrahydrofolate